CC1=C(C=CC=C1B1OC(C(O1)(C)C)(C)C)NC(=O)C1=NN2C([C@H](CCC2)NCC(=O)OC(C)C)=C1 isopropyl 2-[[(4S)-2-[[2-methyl-3-(4,4,5,5-tetramethyl-1,3,2-dioxaborolan-2-yl)phenyl]carbamoyl]-4,5,6,7-tetrahydropyrazolo[1,5-a]pyridin-4-yl]amino]acetate